N-(2-(4-methylpent-1-yloxy)ethyl)-3-(pyrrolidinyl)propan-1-amine CC(CCCOCCNCCCN1CCCC1)C